ClC=1C2=C(N=C(N1)C1=CC=C(C=C1)F)SC(=C2)C(F)(F)F 4-chloro-2-(4-fluorophenyl)-6-(trifluoromethyl)thieno[2,3-d]pyrimidine